(S)-2-((6-(3-(azetidin-3-yloxy)propyl)-7-fluoro-1-methyl-2-oxo-1,2,3,4,5,6-hexahydrobenzo[b][1,4]diazocin-3-yl)amino)-6-methyl-4-(trifluoromethyl)nicotinonitrile N1CC(C1)OCCCN1C2=C(N(C([C@H](CC1)NC1=C(C#N)C(=CC(=N1)C)C(F)(F)F)=O)C)C=CC=C2F